N'-acetyl-spermine C(C)(=O)N(CCCN)CCCCNCCCN